BrC1=NC=CC(=C1F)CN1CCCC1 (R)-1-((2-bromo-3-fluoropyridin-4-yl)methyl)pyrrolidine